2-(2-((5-bromo-7-((dimethylamino)methyl)benzofuran-3-yl)methoxy)phenyl)acetic acid ethyl ester C(C)OC(CC1=C(C=CC=C1)OCC1=COC2=C1C=C(C=C2CN(C)C)Br)=O